ClC1=NC=C(C(=C1)C1=C(C=NC(=C1)C)C(=O)NC=1SC=2C(=NC=C(N2)N2CCCC2)N1)OC 2'-chloro-5'-methoxy-6-methyl-N-(6-(pyrrolidin-1-yl)thiazolo[4,5-b]pyrazin-2-yl)-[4,4'-bipyridine]-3-carboxamide